1-nonanyloxy-pyrene-3,6,8-trisulfonic acid C(CCCCCCCC)OC1=CC(=C2C=CC=3C(=CC(=C4C=CC1=C2C34)S(=O)(=O)O)S(=O)(=O)O)S(=O)(=O)O